COC1=NC=C(C=C1N)B(O)O 2-methoxy-3-amino-5-pyridineboronic acid